FC(OC=1C=C(C=CC1)CN1C(CCC1=O)CC(=O)O)F 2-[1-[[3-(difluoromethoxy)phenyl]methyl]-5-oxopyrrolidin-2-yl]acetic acid